benzene ammonium salt [NH4+].C1=CC=CC=C1